tetrabutyl-phosphine trifluoroacetate FC(C(=O)O)(F)F.C(CCC)P(CCCC)(CCCC)CCCC